C(C)N(C(C1=C(C=CC(=C1)F)C1=CC(=CC=2N1C=NC2)[C@H]2CN(CC2)CC2CCC(CC2)NS(=O)(=O)CC)=O)C(C)C N-ethyl-5-fluoro-N-isopropyl-2-{7-[(3S)-1-{[(1r,4r)-4-ethanesulfonamidocyclohexyl]methyl}pyrrolidin-3-yl]imidazo[1,5-a]pyridin-5-yl}benzamide